(4-(4-cyanophenyl)-4-fluoropiperidine-1-carbonyl)-2-cyclopropyl-4-ethylbenzoic acid methyl ester COC(C1=C(C(=C(C=C1)CC)C(=O)N1CCC(CC1)(F)C1=CC=C(C=C1)C#N)C1CC1)=O